tert-Butyl 8-[4-[8-chloro-7-[2-methyl-3-(2-trimethylsilylethoxymethyl)benzimidazol-5-yl]oxy-quinoxalin-2-yl]pyrazol-1-yl]-3-azabicyclo[3.2.1]octane-3-carboxylate ClC=1C(=CC=C2N=CC(=NC12)C=1C=NN(C1)C1C2CN(CC1CC2)C(=O)OC(C)(C)C)OC2=CC1=C(N=C(N1COCC[Si](C)(C)C)C)C=C2